CN(C/C=C/C(=O)N(C)C1=C2CN(CC2=CC=C1)C(C1=CC(=C(C=C1)O)C)=O)C (E)-4-(Dimethylamino)-N-(2-(4-hydroxy-3-methylbenzoyl)isoindolin-4-yl)-N-methylbut-2-enamide